ClC=1C=C2C=CC(=NC2=CC1)C(=O)N[C@@H]1CC[C@H](CC1)NCC=1OC(=NN1)CC1=CC=C(C=C1)Cl trans-6-chloro-N-(4-(((5-(4-chlorobenzyl)-1,3,4-oxadiazol-2-yl)methyl)amino)cyclohexyl)quinoline-2-carboxamide